[C@H]12COC[C@@H]2C1NC(=O)C1=CC(=NN1[C@@H](C)C1=CC=C(C=C1)F)C(=O)NC N5-((1R,5S,6r)-3-Oxabicyclo[3.1.0]hexan-6-yl)-1-((S)-1-(4-fluorophenyl)ethyl)-N3-methyl-1H-pyrazole-3,5-dicarboxamide